3-(6-thiomorpholino-3-pyridyl)azetidine-1-carboxylic Acid Tert-Butyl Ester C(C)(C)(C)OC(=O)N1CC(C1)C=1C=NC(=CC1)N1CCSCC1